C(C)OC(=O)C1=C(C=NN1)C1=CC=CC=C1 4-phenyl-1H-pyrazole-5-carboxylic acid ethyl ester